zinc laurate C(CCCCCCCCCCC)(=O)[O-].[Zn+2].C(CCCCCCCCCCC)(=O)[O-]